rac-5-[[2-[2-(7-fluoro-1H-indazol-5-yl)-5-methyl-1-piperidyl]-2-oxo-acetyl]amino]pyridine-3-carboxamide FC=1C=C(C=C2C=NNC12)C1N(CC(CC1)C)C(C(=O)NC=1C=C(C=NC1)C(=O)N)=O